The molecule is an oligosaccharide sulfate consisting of 3-O-sulfo-beta-D-galactopyranose and -2-acetamido-2-deoxy-D-glucopyranose residues joined by a (1->4) glycosidic bond. It is an amino disaccharide, an oligosaccharide sulfate and a member of acetamides. It derives from a beta-D-Galp-(1->4)-D-GlcpNAc, a N-acetyl-D-glucosamine and a 3-O-sulfo-beta-D-galactose. CC(=O)N[C@@H]1[C@H]([C@@H]([C@H](OC1O)CO)O[C@H]2[C@@H]([C@H]([C@H]([C@H](O2)CO)O)OS(=O)(=O)O)O)O